(S)-N-[(1S)-1-[2-(5-fluoroisoindolin-2-yl)-3,6-dimethyl-4-oxo-chromen-8-yl]ethyl]-2-methyl-propane-2-sulfinamide FC=1C=C2CN(CC2=CC1)C=1OC2=C(C=C(C=C2C(C1C)=O)C)[C@H](C)N[S@@](=O)C(C)(C)C